FC=1C(=NC=CC1)C1=NC=CC=C1C(=O)N1[C@@H]2[C@@H](C[C@H](C1)C2)NC2=NC=C(N=C2)C(F)(F)F (3'-fluoro-[2,2'-bipyridine]-3-yl)((1S,4S,6R)-6-((5-(trifluoromethyl)pyrazin-2-yl)amino)-2-azabicyclo[2.2.1]hept-2-yl)methanone